C1(CCCCC1)N(CN1N=CN=C1)C1CCCCC1 N,N-dicyclohexyl-1H-1,2,4-triazole-1-methylamine